2-(anilinomethyl)-4-(4,4,5,5-tetramethyl-1,3,2-dioxaborolan-2-yl)aniline N(C1=CC=CC=C1)CC1=C(N)C=CC(=C1)B1OC(C(O1)(C)C)(C)C